ClC=1C=C(C=CC1F)NC(N([C@@H]1COCC=2NC(C=3C=CC=CC3C21)=O)CC(C)C)=O (S)-3-(3-chloro-4-fluorophenyl)-1-isobutyl-1-(6-oxo-1,4,5,6-tetrahydro-2H-pyrano[3,4-c]isoquinolin-1-yl)urea